resorcinol bis-phosphate P(=O)(O)(O)OC1=CC(OP(=O)(O)O)=CC=C1